CN(C)C(=O)N1CC1 N,N-Dimethylethyleneurea